C(C)C=1C=NC=C(C1)NC1CN(CCC1)C 3-Ethyl-5-((1-methylpiperidin-3-yl)amino)pyridin